8-ethynyl-6-(2-fluorophenyl)spiro[benzo[f]imidazo[1,5-a][1,4]diazepine-4,1'-cyclopropane]-3-carboxylic acid C(#C)C=1C=CC2=C(C(=NC3(CC3)C=3N2C=NC3C(=O)O)C3=C(C=CC=C3)F)C1